C(C)(C)(C)OC(N(C)C1=C(C=C(C=C1)I)Br)=O N-(2-bromo-4-iodo-phenyl)-N-methyl-carbamic acid tert-butyl ester